ClC1=CC=C(C=C1)[C@@H](C)N1CC=C2N1C(=CC(=N2)C=2C=NC=CC2)C (R)-N-(1-(4-chlorophenyl)ethyl)-7-methyl-5-(pyridin-3-yl)pyrazolo[1,5-a]Pyrimidine